3-(1,3-benzodioxol-5-yl)-5-(3-bromophenyl)-1H-pyrazole O1COC2=C1C=CC(=C2)C2=NNC(=C2)C2=CC(=CC=C2)Br